C(CCC)C=1N(C=CN1)CC(=O)O 2-butyl-imidazole-1-yl-acetic acid